COC1=CC=C(C=C1)N(C1=CC=2C3(C4=CC(=CC=C4C2C=C1)N(C1=CC=C(C=C1)OC)C1=CC=C(C=C1)OC)C1=CC(=CC=C1C=1C=CC(=CC13)N(C1=CC=C(C=C1)OC)C1=CC=C(C=C1)OC)N(C1=CC=C(C=C1)OC)C1=CC=C(C=C1)OC)C1=CC=C(C=C1)OC N2,N2,N2',N2',N7,N7,N7',N7'-octakis(4-methoxyphenyl)-9,9'-spirobifluorene-2,2',7,7'-Tetraamine